N-(2-(4-((4-(2-Acetyl-5-fluoro-1H-indol-3-yl)-1H-1,2,3-triazol-1-yl)methyl)piperidin-1-yl)ethyl)-2'-(trifluoromethyl)-[1,1'-biphenyl]-4-sulfonamid C(C)(=O)C=1NC2=CC=C(C=C2C1C=1N=NN(C1)CC1CCN(CC1)CCNS(=O)(=O)C1=CC=C(C=C1)C1=C(C=CC=C1)C(F)(F)F)F